CN(C1=CC=C(C(=O)OCC(CCCC)CC)C=C1)C 4-(dimethylamino)benzoic acid, 2-ethylhexyl ester